8-(2,2,2-trifluoroethyl)pyrido[2,3-d]pyrimidin-7(8H)-one FC(CN1C(C=CC2=C1N=CN=C2)=O)(F)F